9-[3-(3-carbazol-9-ylphenyl)phenyl]carbazole C1=CC=CC=2C3=CC=CC=C3N(C12)C=1C=C(C=CC1)C=1C=C(C=CC1)N1C2=CC=CC=C2C=2C=CC=CC12